2,4,6,8-tetramethyl-tetravinyl-cyclotetrasiloxane C[Si]1(O[Si](O[Si](O[Si](O1)(C)C=C)(C)C=C)(C)C=C)C=C